2-(((tert-butyldimethylsilyl)oxy)methyl)-4-(6-cyano-8-(2-(hydroxymethyl)thieno[3,2-b]pyridin-7-yl)-3,4-dihydroquinolin-1(2H)-yl)pyrrolidine-1-carboxylate [Si](C)(C)(C(C)(C)C)OCC1N(CC(C1)N1CCCC2=CC(=CC(=C12)C1=C2C(=NC=C1)C=C(S2)CO)C#N)C(=O)[O-]